N1(N=CC2=CC=CC=C12)C1=NC=C(C=N1)N1C(NC2(C1)CCC(CC2)(C2=CC=CC=C2)N(C)C)=O 3-(2-(1H-indazol-1-yl)pyrimidin-5-yl)-8-(dimethylamino)-8-phenyl-1,3-diazaspiro[4.5]decan-2-one